3-(2,6-difluoro-3,5-dimethoxyphenyl)-1-ethyl-8-[(pyridin-3-yloxy)methyl]-1,3,4,7-tetrahydro-2H-pyrrolo[3',2':5,6]pyrido[4,3-d]pyrimidin-2-one FC1=C(C(=C(C=C1OC)OC)F)N1C(N(C2=C(C1)C=NC1=C2C=C(N1)COC=1C=NC=CC1)CC)=O